2-chloro-3-hydroxy-3-phenyl-2-(3-(trifluoromethyl)benzyl)propionitrile ClC(C#N)(C(C1=CC=CC=C1)O)CC1=CC(=CC=C1)C(F)(F)F